ClC1=C(C=CC=C1C(=O)O)C1=C(C=CC=C1)OC 2-chloro-2'-methoxy-[1,1'-biphenyl]-3-carboxylic acid